tert-butyl 6-[8-(1,3-benzothiazol-2-ylcarbamoyl)-3,4-dihydro-1H-isoquinolin-2-yl]-3-[3-(8-ethoxy-8-oxo-octoxy)-2-methyl-phenyl]pyridine-2-carboxylate S1C(=NC2=C1C=CC=C2)NC(=O)C=2C=CC=C1CCN(CC21)C2=CC=C(C(=N2)C(=O)OC(C)(C)C)C2=C(C(=CC=C2)OCCCCCCCC(=O)OCC)C